1,2-difluorotrifluoromethyl-benzene FC1=C(C(=CC=C1)C(F)(F)F)F